C(CCCCCCCCCCCCC)(=O)OCC(COC(CCCCCCCCCCCCC)=O)COC(CCCCCN1CC(C1)CO)=O 2-(((6-(3-(hydroxymethyl)azetidin-1-yl)hexanoyl)oxy)methyl)propane-1,3-diyl ditetradecanoate